FC1=CC=C(C=C1)S(=O)(=O)N1C(N(C2=C1C=CC=C2)CC2=CC=C(C=C2)C)=O 1-((4-fluorophenyl)sulfonyl)-3-(4-methylbenzyl)-1,3-dihydro-2H-benzo[d]imidazol-2-one